C1N(C[C@@H]2[C@H]3CC[C@@H]([C@H]12)O3)[C@H]3[C@H](CCC3)OC=3C=C1CN(C(C1=CC3)=O)C3C(NC(CC3)=O)=O 3-(5-(((1S,2R)-2-((3aR,4R,7S,7aS)-octahydro-2H-4,7-epoxyisoindol-2-yl)cyclopentyl)oxy)-1-oxoisoindolin-2-yl)piperidine-2,6-dione